2-[Bis-(2,4,6-trinitrophenyl)]aminoethylnitrat [N+](=O)([O-])C1=C(C(=CC(=C1)[N+](=O)[O-])[N+](=O)[O-])N(CCO[N+](=O)[O-])C1=C(C=C(C=C1[N+](=O)[O-])[N+](=O)[O-])[N+](=O)[O-]